6-(4-((2-amino-4-(difluoromethyl)pyridin-3-yl)methyl)-8-chloro-5,6-dihydro-4H-[1,4]oxazepino[5,6,7-de]quinazolin-9-yl)-4-methyl-5-(trifluoromethyl)pyridin-2-amine NC1=NC=CC(=C1CN1CCOC=2C=3C1=NC=NC3C=C(C2Cl)C2=C(C(=CC(=N2)N)C)C(F)(F)F)C(F)F